P(=O)(OOC(C1=CC=CC=C1)=O)(OC1=C(C=CC=C1)C)OC1=C(C=CC=C1)C benzoyloxy bis(2-tolyl) phosphate